ClC=1C(=NNC1)[C@H]1[C@H](N(CCC1)C(=O)OC)CO[C@@H]1CC[C@@H](CC1)C1=CC=CC=C1 methyl (2S,3R)-3-(4-chloro-1H-pyrazol-3-yl)-2-((((CIS)-4-phenylcyclohexyl)-oxy)methyl)-piperidine-1-carboxylate